C(C)(C)(C)OC(=O)N1[C@H](C[C@@](C1)(C)O)C(N(C(C(=O)NC1CCC(CC1)(F)F)C=1C=NC=C(C1)F)C1=CC=C(C=C1)C1=CC=CC=C1)=O (2R,4R)-tert-butyl-2-([1,1'-biphenyl]-4-yl(2-((4,4-difluorocyclohexyl)amino)-1-(5-fluoropyridin-3-yl)-2-oxoethyl)carbamoyl)-4-hydroxy-4-methylpyrrolidine-1-carboxylate